4-(fluoromethyl)-3-(3,3,4,4-tetrafluoropyrrolidin-1-yl)-1H-indazole FCC1=C2C(=NNC2=CC=C1)N1CC(C(C1)(F)F)(F)F